4-ethoxy-N-(1-(2-hydroxyethyl)azetidin-3-yl)-3-(1-methyl-7-oxo-3-propyl-6,7-dihydro-1H-pyrazolo[4,3-d]pyrimidin-5-yl)benzenesulfonamide C(C)OC1=C(C=C(C=C1)S(=O)(=O)NC1CN(C1)CCO)C=1NC(C2=C(N1)C(=NN2C)CCC)=O